ClC=1C=NC(=C(C(=O)NC2CCC(CC2)CN2C(N(C3=C2C=CC(=C3)F)C=3C=NC(=CC3)NC)=O)C1)C(F)(F)F 5-chloro-N-((1r,4r)-4-((5-fluoro-3-(6-(methylamino)pyridin-3-yl)-2-oxo-2,3-dihydro-1H-benzo[d]imidazol-1-yl)methyl)cyclohexyl)-2-(trifluoromethyl)nicotinamide